ClC=1C(=CC(=C(C1)S1C[C@@H](CN2C(N=C(C3=CC(=CC1=C23)C(F)(F)F)N2C[C@@H](N[C@@H](C2)C)C)=O)OCCOC)F)F (3R)-l-1-(5-chloro-2,4-difluorophenyl)-8-((3S,5R)-3,5-dimethylpiperazin-1-yl)-3-(2-methoxyethoxy)-10-(trifluoromethyl)-3,4-dihydro-2H,6H-[1,4]thiazepino[2,3,4-ij]quinazolin-6-one